BrC1=CC=C(C=C1)[C@H](C)NC(=O)C=1C=C2C(=C(N(C2=CC1)CC1=C(C=CC=C1)C1=CC(=CC=C1)C(=O)OCC)C)C (S)-Ethyl 2'-((5-((1-(4-bromophenyl)ethyl)carbamoyl)-2,3-dimethyl-1H-indol-1-yl)methyl)-[1,1'-biphenyl]-3-carboxylate